IC1=CN(C=2N=C(N=C(C21)SC)N)S(=O)(=O)CC2=CC=CC=C2 5-Iodo-4-(methylsulfanyl)-7-toluenesulfonyl-7H-pyrrolo[2,3-d]pyrimidin-2-amine